C1(CC1)C1=NNC(=N1)C1CC2(CN(C2)C(=O)N2CC(C2)C2=CC=C(C=C2)C2=C(C=CC=C2)S(=O)(=O)C)C1 [6-(3-cyclopropyl-1H-1,2,4-triazol-5-yl)-2-azaspiro[3.3]heptan-2-yl]-[3-[4-(2-mesylphenyl)phenyl]azetidin-1-yl]methanone